NC1=C(C=CC(=C1)CO)O 2-amino-4-(hydroxymethyl)phenol